2,4,6-trihydroxyl-benzoic acid OC1=C(C(=O)O)C(=CC(=C1)O)O